4,7-difluoro-2,3-dihydro-1H-indene-2-carboxylic acid FC1=C2CC(CC2=C(C=C1)F)C(=O)O